4-Bromo-N-(5-(3-chlorothiophen-2-yl)-1,3,4-thiadiazol-2-yl)-3-methoxy-2-oxo-2H-pyran-6-carboxamide BrC1=C(C(OC(=C1)C(=O)NC=1SC(=NN1)C=1SC=CC1Cl)=O)OC